Tert-Butyl ((R)-2-(tert-butoxy)-1-(7-((E)-(((S)-tert-butylsulfinyl)imino)methyl)imidazo[1,2-b]pyridazin-2-yl)ethyl)carbamate C(C)(C)(C)OC[C@@H](C=1N=C2N(N=CC(=C2)/C=N/[S@@](=O)C(C)(C)C)C1)NC(OC(C)(C)C)=O